COC1CCC(CC1)NC=1N=CC2=C(N1)C(=CN=C2NC(C2=CC=CC=C2)=O)C2=CC=C(C=C2)C(=O)N2CCCCC2 N-(2-(((1R,4R)-4-methoxycyclohexyl)amino)-8-(4-(piperidine-1-carbonyl)phenyl)pyrido[4,3-d]pyrimidin-5-yl)benzamide